3-bromo-1,2,4-triazol-5-amine BrC1=NNC(=N1)N